(3S,4S,5S)-3,4-dihydroxy-5-(5-methyl-1,2,3,4-tetrahydroquinoxaline-1-carbonyl)-1-(6-methyl-4-(trifluoromethyl)pyridin-2-yl)pyrrolidin-2-one O[C@@H]1C(N([C@@H]([C@@H]1O)C(=O)N1CCNC2=C(C=CC=C12)C)C1=NC(=CC(=C1)C(F)(F)F)C)=O